8-isobutyl-8-azabicyclo[3.2.1]octan C(C(C)C)N1C2CCCC1CC2